FC1=CC=C(C=C1)CN1C[C@@]2(CN(C[C@@]2(C1)C)C1=CC(N(C=2C=CC(=NC12)C#N)C)=O)C 8-[(3aS,6aR)-2-[(4-fluorophenyl)methyl]-3a,6a-dimethyl-1,3,4,6-tetrahydropyrrolo[3,4-c]pyrrol-5-yl]-5-methyl-6-oxo-1,5-naphthyridine-2-carbonitrile